FC(C(=O)O)(F)F.ClC=1N=C2C(=NC(N(C2=NC1C1=C(C=CC=C1)F)C=1C(=NC=CC1C)C(C)C)=O)N1[C@H](CNCC1)C (S)-6-chloro-7-(2-fluorophenyl)-1-(2-isopropyl-4-methylpyridin-3-yl)-4-(2-methylpiperazin-1-yl)pteridin-2(1H)-one trifluoroacetate